C(C)(CC)C1=C(C(=C2C=NC(=NN21)N[C@H]2[C@@H](COCC2)O)F)C#N 7-(sec-butyl)-5-fluoro-2-(((3S,4R)-3-hydroxytetrahydro-2H-pyran-4-yl)amino)pyrrolo[2,1-f][1,2,4]triazine-6-carbonitrile